1-((1-(butoxy)-2-propyl)oxy)-2-propanone C(CCC)OCC(C)OCC(C)=O